CNS(=O)(=O)C=1C=NC(=C(C1)C=C)NC1=NC=C(C=C1)C(F)(F)F N-methyl-6-[[5-(trifluoromethyl)-2-pyridyl]amino]-5-vinyl-pyridine-3-sulfonamide